CC(C)C(CC(=O)O)(C(=O)O)O The molecule is a dicarboxylic acid that is malic acid (2-hydroxysuccinic acid) in which the hydrogen at position 2 is substituted by an isopropyl group. It has a role as a metabolite. It is a dicarboxylic acid, a 3-hydroxy carboxylic acid and a 2-hydroxy carboxylic acid. It derives from a succinic acid. It is a conjugate acid of a 2-isopropylmalate(2-) and a 2-isopropylmalate.